ClC1=C(C(=O)OC2=CC=C(C=C2)C2=CC=C(C=C2)S(NCC2=CC=C(C=C2)OC)(=O)=O)C=CC(=C1)Cl 4'-{[(4-methoxyphenyl)methyl]sulfamoyl}[1,1'-biphenyl]-4-yl 2,4-dichlorobenzoate